[O-]S(=O)(=O)C(F)(F)F.COC1=CC=C(C=C1)[I+]C1=CC=CC=C1 (4-methoxyphenyl)(phenyl)iodonium triflate